N-[8-[4-[4-[(2,6-dioxo-3-piperidyl)amino]phenyl]-1-piperidyl]-7-oxo-octyl]-5-[rac-(2R)-2-(2,5-difluorophenyl)pyrrolidin-1-yl]pyrazolo[1,5-a]pyrimidine-3-carboxamide O=C1NC(CCC1NC1=CC=C(C=C1)C1CCN(CC1)CC(CCCCCCNC(=O)C=1C=NN2C1N=C(C=C2)N2[C@H](CCC2)C2=C(C=CC(=C2)F)F)=O)=O |r|